iron Fluorophosphate sodium [Na+].P(=O)([O-])([O-])F.[Fe+2]